(R)-N-(5-Fluoropyrimidin-2-yl)-6-methyl-7,8-dihydro-6H-cyclopenta[e][1,2,4]triazolo[4,3-a]pyridine-4-carboxamide FC=1C=NC(=NC1)NC(=O)C=1C=2N(C3=C(C1)[C@@H](CC3)C)C=NN2